ClC1=CC=C(N=N1)NCCC1C[C@@H]2[C@@H](CN(C2)C(=O)OC(C)(C)C)C1 tert-butyl (3aR,6aS)-5-[2-[(6-chloropyridazin-3-yl)amino]ethyl]-3,3a,4,5,6,6a-hexahydro-1H-cyclopenta[c]pyrrole-2-carboxylate